NCC=1C=C(C=CC1)C=1N=C2SC3=C(N2C1)C=CC(=C3)C(=O)NCCCN(CC)CC (3-(aminomethyl)phenyl)-N-(3-(diethylamino)propyl)benzo[d]imidazo[2,1-b]thiazole-7-carboxamide